Cl.CN(C(C)=O)C=1SC(=C(N1)C)S(=O)(=N)C N-methyl-N-(4-methyl-5-(S-methylsulfonimidoyl)thiazol-2-yl)acetamide hydrochloride